(S)-N-(5-bromo-3-nitropyridin-2-yl)-2-methyl-4,5,6,7-tetrahydrobenzo[d]thiazol-6-amine BrC=1C=C(C(=NC1)N[C@@H]1CC2=C(N=C(S2)C)CC1)[N+](=O)[O-]